C(C1=CC=CC=C1)N(C1CN(CCCC1)C(=O)OC(C)(C)C)CCC(C)C tert-Butyl 3-(benzyl(isopentyl)amino)azepane-1-carboxylate